C(O)C(C(=O)O)(CCCCCCCC)CO 2,2-dimethyloldecanoic acid